6-chloro-2-hydroxy-3-methylpyrimidin-4-one ClC1=CC(N(C(=N1)O)C)=O